3-(5-(methoxymethyl)isoxazol-3-yl)-[1,2,4]triazole COCC1=CC(=NO1)C1=NNC=N1